ClC=1C(=C(C(=CC1)N1N=NN=C1)C1=CC(N2[C@@H](CC[C@@]2(C1)[2H])C=1NC(=CN1)C1=C(C(=NC=C1)C([2H])([2H])O)F)=O)F |o1:19| (3S,8aR*)-7-(3-chloro-2-fluoro-6-(1H-tetrazol-1-yl)phenyl)-3-(5-(3-fluoro-2-(hydroxymethyl-d2)pyridin-4-yl)-1H-imidazol-2-yl)-2,3,8,8a-tetrahydroindolizin-5(1H)-one-8a-d